N-(3-(2-oxopropyl)-1,2,4-thiadiazol-5-yl)-5-(3-(trifluoromethoxy)phenyl)furan-3-carboxamide O=C(CC1=NSC(=N1)NC(=O)C1=COC(=C1)C1=CC(=CC=C1)OC(F)(F)F)C